CC1=CC=C(C(=O)OCCCN2C(C(NC3=CC=CC=C23)=O)=O)C=C1 3-(2,3-dioxo-3,4-dihydroquinoxalin-1(2H)-yl)propyl 4-methylbenzoate